1-(2-((4,4-difluorocyclohexyl)amino)-6-(4-methylthiazol-2-yl)pyridin-4-yl)ethan-1-ol tert-Butyl-4-(4-((5-ethynyl-6-phenoxypyridin-3-yl)amino)quinazolin-6-yl)piperazine-1-carboxylate C(C)(C)(C)C1N(CCN(C1)C=1C=C2C(=NC=NC2=CC1)NC=1C=NC(=C(C1)C#C)OC1=CC=CC=C1)C(=O)OC(C)C1=CC(=NC(=C1)C=1SC=C(N1)C)NC1CCC(CC1)(F)F